2-oleoylaminodecane-1,3-diol C(CCCCCCC\C=C/CCCCCCCC)(=O)NC(CO)C(CCCCCCC)O